BrCC=1NC(=C(C(C1C(=O)OC)C1=C(C=CC=C1)OC)C(=O)OC)C dimethyl 2-bromomethyl-6-methyl-4-(2-methoxyphenyl)-1,4-dihydropyridine-3,5-dicarboxylate